FC1=C(C=C(CN2N=CC3=CC=C(C=C23)C=2C=C(C(N(C2)C)=O)NC)C=C1)[N+](=O)[O-] 5-(1-(4-fluoro-3-nitrobenzyl)-1H-indazol-6-yl)-1-methyl-3-(methyl-amino)pyridine-2(1H)-one